C1(CC1)C1=C(C(=NO1)C1=C(C=CC=C1Cl)Cl)COC1CCN(CC1)C=1OC=C(N1)C#N 2-(4-((5-cyclopropyl-3-(2,6-dichlorophenyl)isoxazol-4-yl)methoxy)piperidin-1-yl)oxazole-4-carbonitrile